2,5-dimethyl-N-phenylbenzamide CC1=C(C(=O)NC2=CC=CC=C2)C=C(C=C1)C